CN(C1=CC=C(C=C1)C1=CC=C(C=C1)[C@@H](N(C(=O)[C@@H]1[C@H]2CC[C@@H](C1)C2)C=2C=C(C=C(C2)F)/C=C/C(=O)OC)[2H])C methyl (E)-3-(3-((1S,2S,4R)-N-((S)-(4'-(dimethylamino)-[1,1'-biphenyl]-4-yl)methyl-d)bicyclo[2.2.1]heptane-2-carboxamido)-5-fluorophenyl)acrylate